tert-Butyl-3-(3-fluoro-5-(4,4,5,5-tetramethyl-1,3,2-dioxaborolan-2-yl)phenyl)azetidine C(C)(C)(C)N1CC(C1)C1=CC(=CC(=C1)B1OC(C(O1)(C)C)(C)C)F